C(C)OC(C1=C(C(=C(C=C1)F)F)C)=O 3,4-difluoro-2-methylbenzoic acid ethyl ester